2-Methylbenzothiazol CC=1SC2=C(N1)C=CC=C2